(1R,5R,6R)-3-(8-fluoro-2-(((2R,7aS)-2-fluorohexahydro-1H-pyrrolizin-7a-yl)methoxy)-7-(naphthalen-1-yl)pyrido[4,3-d]pyrimidin-4-yl)-3-azabicyclo[3.2.1]octan-6-ol FC1=C(N=CC2=C1N=C(N=C2N2C[C@H]1C[C@H]([C@@H](C2)C1)O)OC[C@]12CCCN2C[C@@H](C1)F)C1=CC=CC2=CC=CC=C12